C(\C=C/CCCCCC)OC(CCCCCCCBr)=O 8-Bromooctanoic acid (Z)-non-2-en-1-yl ester